BrC=1C=C(C=C(C1OC)F)CO (3-bromo-5-fluoro-4-methoxyphenyl)methanol